ClC1=CC=C2C(=C1F)OCC[C@]21N=C2N(C=C(C=C2OC(F)F)C(F)(F)F)C1 (S)-7-chloro-8'-(difluoromethoxy)-8-fluoro-6'-(trifluoromethyl)-3'h-spiro[chroman-4,2'-imidazo[1,2-a]pyridine]